(R)-4-(3-fluoro-4-(2-methylimidazo[1,2-a]pyrazine-6-carboxamido)phenyl)2-methylpiperazine-1-carboxylic acid tert-butyl ester C(C)(C)(C)OC(=O)N1[C@@H](CN(CC1)C1=CC(=C(C=C1)NC(=O)C=1N=CC=2N(C1)C=C(N2)C)F)C